C(C)NN ethyl-hydrazin